2,4-bis(octylsulfomethyl)-6-methylphenol C(CCCCCCC)C(C1=C(C(=CC(=C1)C(S(=O)(=O)O)CCCCCCCC)C)O)S(=O)(=O)O